ClC1=C(C(=C(C=C1OC)OC)Cl)C1=CC2=C(N=C(N=C2)NC2=C(C=CC=C2C)NC(C=C)=O)C(=N1)NCCN(C)C N-(2-((6-(2,6-dichloro-3,5-dimethoxy-phenyl)-8-((2-(dimethylamino)ethyl)amino)pyrido[3,4-d]pyrimidin-2-yl)amino)-3-methylphenyl)acrylamide